FC([C@@](CNC(=O)C1=NC(=C(C=C1N)C(F)(F)F)C1=CC=C(C=C1)F)(C)O)(F)F 3-amino-6-(4-fluoro-phenyl)-5-trifluoromethyl-pyridine-2-carboxylic acid ((S)-3,3,3-trifluoro-2-hydroxy-2-methyl-propyl)-amide